pentamethylcyclopentadienyl-(1-phenethyl-benz[e]indenyl)hafnium CC1=C(C(=C(C1([Hf]C=1CC=2C=CC3=C(C2C1CCC1=CC=CC=C1)C=CC=C3)C)C)C)C